(((cis-3-(2-amino-6-methoxy-9H-purin-9-yl)cyclobutyl)methoxy)(4-chlorophenoxy)phosphoryl)-L-alaninate NC1=NC(=C2N=CN(C2=N1)[C@H]1C[C@H](C1)COP(=O)(OC1=CC=C(C=C1)Cl)N[C@@H](C)C(=O)[O-])OC